C1C=NNS1 3-thiadiazole